FC1=CC=C(C=C1)C1=CC(=CC(=N1)OC1[C@@H]2CN(C[C@H]12)C(=O)OC(C)(C)C)C1(C(NC1)=O)C |r| tert-butyl rac-(1R,5S,6s)-6-((6-(4-fluorophenyl)-4-(3-methyl-2-oxoazetidin-3-yl)pyridin-2-yl)oxy)-3-azabicyclo[3.1.0]hexane-3-carboxylate